BrC=1C=C2C(=NN(C(C2=CC1)=O)CC(=O)O)CC 2-(6-bromo-4-ethyl-1-oxo-phthalazin-2-yl)acetic acid